1,2,3,4,5,6-cyclohexane-hexacarboxylic acid C1(C(C(C(C(C1C(=O)O)C(=O)O)C(=O)O)C(=O)O)C(=O)O)C(=O)O